C(#N)C1=CC=2N(N=C1)C(=CC2)C(=O)NC2=CC1=CN(N=C1C=C2C(C)(C)O)C2CCC(CC2)N2CCNCC2 3-cyano-N-(6-(2-hydroxypropan-2-yl)-2-((1r,4r)-4-(piperazin-1-yl)cyclohexyl)-2H-indazol-5-yl)pyrrolo[1,2-b]pyridazine-7-carboxamide